6-Chloro-1-(5-chloro-2-(difluoromethoxy)phenyl)-1H-pyrazolo[4,3-c]pyridine-3-carbaldehyde ClC1=CC2=C(C=N1)C(=NN2C2=C(C=CC(=C2)Cl)OC(F)F)C=O